C(#N)C1N(CCC1)C(CC1=NC2=CC=C(C=C2C(=C1)C(=O)N)O)=O 2-(2-Cyanopyrrolidin-1-yl)-2-oxoethyl-6-hydroxyquinoline-4-carboxamide